4''-((2-butyl-4-chloro-5-formyl-1H-imidazol-1-yl)methyl)-[1,1':3',1''-terphenyl]-4'-carbonitrile C(CCC)C=1N(C(=C(N1)Cl)C=O)CC1=CC=C(C=C1)C=1C=C(C=CC1C#N)C1=CC=CC=C1